BrC=1C=2N(C=C(C1)C=1C=NN(C1C)C1CCC(CC1)N(C(OC(C)(C)C)=O)C)N=CC2C#N tert-butyl N-[4-[4-(4-bromo-3-cyano-pyrazolo[1,5-a]pyridin-6-yl)-5-methyl-pyrazol-1-yl]cyclohexyl]-N-methyl-carbamate